5-methyl-4-(7-nitro-1H-indol-3-yl)pyrimidin-2-amine CC=1C(=NC(=NC1)N)C1=CNC2=C(C=CC=C12)[N+](=O)[O-]